FS(N(CCOC)CCOC)(F)F 1,1,1-Trifluoro-N,N-bis(2-methoxyethyl)-λ4-sulfanamine